[I].[I].O=C1N(C(C=C1)=O)CC(=O)NCCOCCOCCOCCOCCOCCOCCOCCOCCOCCOCC=O 2-(2,5-dioxopyrrol-1-yl)-N-[2-[2-[2-[2-[2-[2-[2-[2-[2-[2-(2-oxoethoxy)ethoxy]ethoxy]ethoxy]ethoxy]ethoxy]ethoxy]ethoxy]ethoxy]ethoxy]ethyl]acetamide diIodine